(R)-4-(4-cyclopropyl-1H-imidazol-1-yl)-N-(6-(4-(1-methoxypropan-2-yl)-4H-1,2,4-triazol-3-yl)pyridin-2-yl)benzofuran-2-carboxamide ethyl-(Z)-2-fluoro-3-(thiazol-2-yl)acrylate C(C)OC(/C(=C/C=1SC=CN1)/F)=O.C1(CC1)C=1N=CN(C1)C1=CC=CC2=C1C=C(O2)C(=O)NC2=NC(=CC=C2)C2=NN=CN2[C@@H](COC)C